4-((4-(8-chloro-7-((2-methyl-1-((2-(trimethylsilyl)ethoxy)methyl)-1H-benzo[d]imidazol-6-yl)oxy)quinoxalin-2-yl)-1H-pyrazol-1-yl)methyl)-1-methylpiperidin-2-one ClC=1C(=CC=C2N=CC(=NC12)C=1C=NN(C1)CC1CC(N(CC1)C)=O)OC=1C=CC2=C(N(C(=N2)C)COCC[Si](C)(C)C)C1